4-methyl-7-(oxazol-4-yl)spiro[benzo[d][1,3]dioxole-2,1'-cyclohexane]-5-carboxylic acid CC1=C(C=C(C=2OC3(CCCCC3)OC21)C=2N=COC2)C(=O)O